(R,E)-2-(3-(2-(4-amino-4-oxobut-2-enoyl)hydrazineyl)-3-oxopropyl)-N-(1-(2-(1-methyl-1H-pyrazol-4-yl)quinolin-4-yl)ethyl)benzamide NC(/C=C/C(=O)NNC(CCC1=C(C(=O)N[C@H](C)C2=CC(=NC3=CC=CC=C23)C=2C=NN(C2)C)C=CC=C1)=O)=O